N-[2-(2,5-dioxo-2,5-dihydro-1H-pyrrol-1-yl)ethyl]-D-glutamyl-D-glutamic acid O=C1N(C(C=C1)=O)CCN[C@H](CCC(=O)O)C(=O)N[C@H](CCC(=O)O)C(=O)O